(2S,3R)-N-(5-cyclohexyl-4-(4,6-dimethoxy-5-pyrimidinyl)-4H-1,2,4-triazol-3-yl)-3-(5-methyl-2-pyrimidinyl)-2-butanesulfonamide C1(CCCCC1)C=1N(C(=NN1)NS(=O)(=O)[C@@H](C)[C@H](C)C1=NC=C(C=N1)C)C=1C(=NC=NC1OC)OC